(R*)-N-((S)-6-(2-chloro-5-fluorophenyl)-2,2-difluoro-8-oxo-7,8-dihydro-6H-[1,3]dioxolo[4,5-e]isoindol-5-yl)-5-fluoro-3-hydroxy-3-(trifluoromethyl)indoline-1-carboxamide ClC1=C(C=C(C=C1)F)[C@H]1NC(C2=C3C(=CC(=C12)NC(=O)N1C[C@](C2=CC(=CC=C12)F)(C(F)(F)F)O)OC(O3)(F)F)=O |o1:22|